Di-sodium sulphate S(=O)(=O)([O-])[O-].[Na+].[Na+]